4-(3-(difluoromethoxy)-5-nitrophenyl)morpholine FC(OC=1C=C(C=C(C1)[N+](=O)[O-])N1CCOCC1)F